4-(7-(2-((tert-Butoxycarbonyl)amino)-7-fluorobenzo[d]thiazol-4-yl)-6-chloro-3-cyano-2-((benzhydryl)amino)-8-fluoroquinolin-4-yl)piperazine-1-carboxylic acid tert-butyl ester C(C)(C)(C)OC(=O)N1CCN(CC1)C1=C(C(=NC2=C(C(=C(C=C12)Cl)C1=CC=C(C2=C1N=C(S2)NC(=O)OC(C)(C)C)F)F)NC(C2=CC=CC=C2)C2=CC=CC=C2)C#N